2-TERT-BUTYLBENZALDEHYDE C(C)(C)(C)C1=C(C=O)C=CC=C1